C(=CCCCCCCCCCCCCCCCCCCC)O henicosenol